C(C)(C)(C)C1=CC=C(C=C1)[Si](N[Si](C1=CC=C(C=C1)C(C)(C)C)(C)C)(C)C 1,3-bis(p-tert-butylphenyl)tetramethyl-disilazane